BrC=1C=C2C(C=3C(=C(C(=CC3C(C2=CC1)=O)NS(=O)(=O)C1=CC=C(C=C1)C)O)O)=O N-(6-bromo-3,4-dihydroxy-9,10-dioxo-9,10-dihydroanthracen-2-yl)-4-methylbenzenesulfonamide